FC1=CC=2C(C3=CC=CC=C3C2C(=C1)C=1C=NN(C1)CC(=O)NNC1=NC=C(C(=O)O)C=C1)(C(F)(F)F)O 6-(2-(2-(4-(2-fluoro-9-hydroxy-9-(trifluoromethyl)-9H-fluoren-4-yl)-1H-pyrazol-1-yl)acetyl)hydrazinyl)nicotinic acid